N1CCC(CC1)N(C(C)=O)C N-(4-piperidinyl)-N-methylacetamide